C1(CC1)C(=O)N1[C@H]2C(N(C[C@@H]([C@@H]1C#C)C2)C2=CC=C(C=C2)C(F)(F)F)=O (1S,5R,7R)-6-(cyclopropanecarbonyl)-7-ethynyl-3-(4-(trifluoromethyl)phenyl)-3,6-diazabicyclo[3.2.1]octan-4-one